(8aS,10S)-2,5-Dichloro-4-fluoro-8,8a,9,10,11,12-hexahydro-7-oxa-1,3,6,12a-tetraazabenzo[4,5]cyclohepta[1,2,3-de]naphthalene-10-carbonitrile ClC=1N=C2C=3C(=NC(=C(C3N1)F)Cl)OC[C@H]1N2CC[C@@H](C1)C#N